7-(5-(5-(3-acetyl-3,6-diazabicyclo[3.1.1]heptan-6-yl)-1,3,4-thiadiazol-2-yl)-4-(isopropylamino)pyridin-2-yl)pyrrolo[1,2-b]pyridazine-3-carbonitrile C(C)(=O)N1CC2N(C(C1)C2)C2=NN=C(S2)C=2C(=CC(=NC2)C2=CC=C1N2N=CC(=C1)C#N)NC(C)C